C(C)(C)(C)OC(=O)N1C(C=2C(=C(C=3COC(CC3N2)(C)C)C)C1)O 3-hydroxy-6,6,9-trimethyl-3,5,6,8-tetrahydro-1H-7-oxa-2,4-diaza-cyclopenta[b]naphthalene-2-carboxylic acid tert-butyl ester